cyclopentadienyl-(2,4-dichloro-1-naphthyloxy)-titanium dichloride [Cl-].[Cl-].C1(C=CC=C1)[Ti+2]OC1=C(C=C(C2=CC=CC=C12)Cl)Cl